C1(CC1)C1=NC=NC(=C1C1=NC(=C2N(C=NC2=N1)CS(=O)(=O)C)OCC1=CC=C(C=C1)C=1N(C=C(N1)C(F)(F)F)C)OC 2-(4-cyclopropyl-6-methoxy-pyrimidin-5-yl)-7-(methylsulfonylmethyl)-6-[[4-[1-methyl-4-(trifluoromethyl)imidazol-2-yl]phenyl]methoxy]purine